(S)-(4-(7-fluoroquinolin-4-yl)piperazin-1-yl)(1-((1-(2-hydroxyethyl)-1H-1,2,4-triazol-5-yl)sulfonyl)pyrrolidin-3-yl)methanone FC1=CC=C2C(=CC=NC2=C1)N1CCN(CC1)C(=O)[C@@H]1CN(CC1)S(=O)(=O)C1=NC=NN1CCO